Para-TolueneSulfonate CC1=CC=C(C=C1)S(=O)(=O)[O-]